5-chloro-2-(4-(((3R,4S)-3-methyltetrahydro-2H-pyran-4-yl)amino)pyrido[3,4-d]pyridazin-1-yl)phenol ClC=1C=CC(=C(C1)O)C1=C2C(=C(N=N1)N[C@@H]1[C@H](COCC1)C)C=NC=C2